CC1=CC=C2CCCCN2C1=O 3-methyl-6,7,8,9-tetrahydro-4H-quinolizin-4-one